BrC=1C(=NC(=CC1)I)F 3-bromo-2-fluoro-6-iodopyridine